BrC=1C=CC(=C(C1)C1=NOC=C1)O[C@@H](CCF)C=1N=NNN1 3-[5-bromo-2-[(1S)-3-fluoro-1-(2H-tetrazol-5-yl)propoxy]phenyl]-isoxazole